3-(cyclopent-1-en-1-yl)-5-methyl-2-phenyl-6-(quinolin-6-yl)pyrazolo[1,5-a]Pyrimidin-7(4H)-one C1(=CCCC1)C=1C(=NN2C1NC(=C(C2=O)C=2C=C1C=CC=NC1=CC2)C)C2=CC=CC=C2